C(CCCCCCCCCCC)C1=CC=C(C=C1)\C=C(/C#N)\C1=CC=C(C=C1)C1=CC=C(C=C1)C1=CC=NC=C1 (Z)-3-(4-dodecylphenyl)-2-(4'-(pyridine-4-yl)-[1,1'-biphenyl]-4-yl)acrylonitrile